4-hydroxy-5-methyl-3[2H]-furanone OC=1C(COC1C)=O